2-(2,4-dimethoxyphenoxy)-N-(3-methylsulfonyl-phenyl)-5-(trifluoromethyl)pyridine-3-carboxamide COC1=C(OC2=NC=C(C=C2C(=O)NC2=CC(=CC=C2)S(=O)(=O)C)C(F)(F)F)C=CC(=C1)OC